CN(C)CCC1=CNC2=C1C=C(C=C2)CN3C=NC=N3 The molecule is a member of tryptamines. It has a role as a serotonergic agonist, a vasoconstrictor agent and an anti-inflammatory drug. It derives from a N,N-dimethyltryptamine.